N-(5-fluoroquinolin-8-yl)-4-(1-methylpiperidin-4-yl)benzamide FC1=C2C=CC=NC2=C(C=C1)NC(C1=CC=C(C=C1)C1CCN(CC1)C)=O